(+/-)-CIS-3-METHYL-2-PIPERIDINECARBOXYLIC ACID C[C@@H]1CCCN[C@@H]1C(=O)O